2-(1-(3-Fluoro-4-sulfamoylbenzyl)-7-methoxy-1H-imidazo[4,5-c][1,8]naphthyridin-2-yl)acetamide FC=1C=C(CN2C(=NC=3C=NC=4N=C(C=CC4C32)OC)CC(=O)N)C=CC1S(N)(=O)=O